FC1=CC(=C(C=C1)NC(OC1CC1)=O)C(N[C@H](C(C(=O)NC)=O)C[C@H]1C(N[C@@H](C1)C)=O)=O cyclopropyl N-[4-fluoro-2-[[(1S)-3-(methylamino)-1-[[(3S,5R)-5-methyl-2-oxo-pyrrolidin-3-yl]methyl]-2,3-dioxo-propyl]carbamoyl]phenyl]carbamate